C(CCCCCC(C)C)OC(=O)C1C(CCCC1)C(=O)OCCCCCCC(C)C Diisononyl-1,2-cyclohexandicarboxylat